4-Amino-2-(8-butyl-[1,2,4]triazolo[1,5-a]pyrazin-6-yl)-5-(3-hydroxyphenyl)-5-methyl-5,7-dihydro-6H-pyrrolo[2,3-d]pyrimidin-6-one NC=1C2=C(N=C(N1)C=1N=C(C=3N(C1)N=CN3)CCCC)NC(C2(C)C2=CC(=CC=C2)O)=O